COC1=C(C=CC(=C1)COC(C)CCC)O 2-methoxy-4-((pentan-2-yloxy)methyl)phenol